2-((2S)-4-(4-chloro-2'-((hexahydro-1H-pyrrolizin-3-yl)methoxy)-3-methyl-5',8'-dihydro-6'H-spiro[indene-1,7'-quinazolin]-4'-yl)-1-(2-fluoroacryl)piperazin-2-yl)acetonitrile ClC1=C2C(=CC3(CCC=4C(=NC(=NC4C3)OCC3CCC4CCCN34)N3C[C@@H](N(CC3)C(=O)C(=C)F)CC#N)C2=CC=C1)C